C(CCCCCCCCCCCCCCC)(=O)OCCCCCCCCCCCCCCCCCCCCCCCCCCCCCC triacontanol palmitate